ClC=1C=C(NC2(CCC3(C(CC4=CC=C(C=C34)OC)C3=CC(=CC=C3)OC3=CC=CC=C3)CC2)C(=O)OC)C=CC1 methyl (1r,4r)-4-(3-chloroanilino)-6'-methoxy-2'-(3-phenoxyphenyl)-2',3'-dihydrospiro[cyclohexane-1,1'-indene]-4-carboxylate